N-[4-[2-(2-aminoethoxy)ethylcarbamoyl]-3-ethyl-phenyl]-1-methyl-5-[1-prop-2-ynyl-3-(trifluoromethyl)pyrazol-4-yl]imidazole-2-carboxamide NCCOCCNC(=O)C1=C(C=C(C=C1)NC(=O)C=1N(C(=CN1)C=1C(=NN(C1)CC#C)C(F)(F)F)C)CC